NC=1N=NC(=CC1N1CCN(C2(CCC2)C1)C=1C=C(OCCN2CCN(CC2)C(=O)OCC2=CC=CC=C2)C=CC1)Cl benzyl 4-(2-(3-(8-(3-amino-6-chloropyridazin-4-yl)-5,8-diazaspiro[3.5]nonan-5-yl)phenoxy)ethyl)piperazine-1-carboxylate